C1-2-(trimethylsilyl)ethoxymethyl chloride C[Si](CCOCCl)(C)C